ON1N(C(=CC1NC=1N=CC(=NC1)C(=O)N)C1=NC=C(C=C1)C(F)(F)F)C N'-hydroxy-5-((1-methyl-5-(5-(trifluoromethyl)pyridin-2-yl)-1H-pyrazol-3-yl)amino)pyrazine-2-carboxamide